5,5-difluorohexahydro-1H-spiro[pentalene-2,2'-[1,3]dioxolane] FC1(CC2CC3(OCCO3)CC2C1)F